COC1=C2C(=NN(C2=CC=C1[C@@H](C(F)(F)F)OC)C)N (S)-4-Methoxy-1-methyl-5-(2,2,2-trifluoro-1-methoxyethyl)-1H-indazol-3-amine